S(=O)(=O)(OC1=C(C=CC=C1)C=1N=NC=C(C1)N1CCC(CC1)(C1=CC=CC=C1)C=O)O 2-(5-(4-formyl-4-phenylpiperidin-1-yl)pyridazin-3-yl)phenyl hydrogen sulfate